C(C)OC=1C=C(C=CC1OC)[C@@H](CS(=O)(=O)C)N1C(C2=CC=CC(=C2C1=O)NC(CCCCCCCCC(=O)O)=O)=O (S)-10-((2-(1-(3-ethoxy-4-methoxyphenyl)-2-(methyl-sulfonyl)ethyl)-1,3-dioxoisoindolin-4-yl)amino)-10-oxodecanoic acid